C(C)(=O)OC1=CC(=CC=2CCCCC12)CCC1=CC(=NN1C)CSC(C)=O 3-(2-(3-((Acetylthio)methyl)-1-methyl-1H-pyrazol-5-yl)ethyl)-5,6,7,8-tetrahydronaphthalen-1-yl acetate